N[C@H]1CN(CCC1)C(=O)C=1C=C2OCCN3C(=NC(C1)=C32)C=3N(C2=CC(=C(C=C2C3)F)F)CC3CC3 (R)-(3-aminopiperidin-1-yl)(2-(1-(cyclopropylmethyl)-5,6-difluoro-1H-indol-2-yl)-3,4-dihydro-5-oxa-1,2a-diazaacenaphthylen-7-yl)methanone